C1(=CC=C(C=C1)C(=O)N)C1=CC=CC=C1.[I] iodine [1,1'-biphenyl]-4-carboxamide